2-(1-propyl-1H-indol-3-yl)malonyl chloride C(CC)N1C=C(C2=CC=CC=C12)C(C(=O)Cl)C(=O)Cl